ClC=1C=C2C(=NC=NC2=CC1C1=C(C=CC=C1F)F)N1CCN(CC1)C(C=C)=O 1-(4-(6-chloro-7-(2,6-difluoro-phenyl)quinazolin-4-yl)piperazin-1-yl)prop-2-en-1-one